(1R)-1-[2-[3-(difluoromethyl)-5-methyl-pyrazol-1-yl]-6-[5-[(6-methylpyridazin-3-yl)amino]benzimidazol-1-yl]-3-pyridinyl]ethanol FC(C1=NN(C(=C1)C)C1=NC(=CC=C1[C@@H](C)O)N1C=NC2=C1C=CC(=C2)NC=2N=NC(=CC2)C)F